2,6-diamino-toluene NC1=C(C)C(=CC=C1)N